4,4-difluoro-N-(4-(morpholin-2-yl)phenyl)-4,5,6,7-tetrahydro-1H-indazole-3-carboxamide FC1(C=2C(=NNC2CCC1)C(=O)NC1=CC=C(C=C1)C1CNCCO1)F